tert-butyl (trans-1-benzyl-4-(1-methyl-1H-pyrazol-4-yl)pyrrolidin-3-yl)carbamate C(C1=CC=CC=C1)N1C[C@H]([C@@H](C1)C=1C=NN(C1)C)NC(OC(C)(C)C)=O